N-(2-methoxyethyl)-4-((3-methyl-5-(1,3,5-trimethyl-1H-pyrazolo[4,3-d]pyrimidin-7-yl)-4,5,6,7-tetrahydro-1H-pyrazolo[4,3-c]pyridin-1-yl)methyl)bicyclo[2.2.2]octan-1-amine COCCNC12CCC(CC1)(CC2)CN2N=C(C=1CN(CCC12)C=1C2=C(N=C(N1)C)C(=NN2C)C)C